N[C@H](C(=O)NC1=NC=C(C=N1)C1=C(C=NN1C)C)C1CCCCCC1 (S)-2-amino-2-cycloheptyl-N-(5-(1,4-dimethyl-1H-pyrazol-5-yl)pyrimidin-2-yl)acetamide